CN(C(CCCCCCCCC)=O)C N,N-dimethyl-10-decanamide